C1(=CC=CC=C1)COC(CNN)CC (2-phenylmethyloxybutyl)hydrazine